C(CCCCCCCCC\C=C/CCCC)SCCNC(CCNC([C@@H](C(COP(OP(OC[C@@H]1[C@H]([C@H]([C@@H](O1)N1C=NC=2C(N)=NC=NC12)O)OP(=O)(O)O)(=O)O)(=O)O)(C)C)O)=O)=O (Z)-11-hexadecenyl-coa